1-(4-{4-[5-(2,6-difluorophenyl)-4,5-dihydro-1,2-oxazol-3-yl]-1,3-thiazol-2-yl}piperidin-1-yl)-2-[5-methyl-3-(trifluoromethyl)-1H-pyrazol-1-yl]ethanone FC1=C(C(=CC=C1)F)C1CC(=NO1)C=1N=C(SC1)C1CCN(CC1)C(CN1N=C(C=C1C)C(F)(F)F)=O